tris(dimethyl-amino)phosphonium hexafluorophosphate F[P-](F)(F)(F)(F)F.CN(C)[PH+](N(C)C)N(C)C